5,8-dihydroxy-6-methylnaphthalene-1,4-dione OC1=C2C(C=CC(C2=C(C=C1C)O)=O)=O